1H-pyrazol-4-yl-4-[2-[6-(trifluoromethyl)imidazo[1,2-a]pyridin-3-yl]pyrimidin-4-yl]morpholine tert-butyl-4-acetoxybut-2-ynoate C(C)(C)(C)OC(C#CCOC(C)=O)=O.N1N=CC(=C1)C1N(CCOC1)C1=NC(=NC=C1)C1=CN=C2N1C=C(C=C2)C(F)(F)F